1-(methylamino)-1,2,4,5-tetrahydropyrano[3,4-c]isoquinolin-6-one CNC1COCC=2NC(C=3C=CC=CC3C21)=O